ethyl (E)-4-(5-(N-(1-methylcyclopropyl)sulfamoyl)-1,3-dioxoisoindolin-2-yl)but-2-enoate CC1(CC1)NS(=O)(=O)C=1C=C2C(N(C(C2=CC1)=O)C/C=C/C(=O)OCC)=O